FC1=CC=2[C@H]3C[C@H](CN3C=3C=CN4N=CC(C(NCCCOC2C=C1)=O)=C4N3)O (4R,6R)-9-fluoro-4-hydroxy-13-oxa-2,17,21,22,25-pentaazapentacyclo[17.5.2.02,6.07,12.022,26]hexacosa-1(25),7(12),8,10,19(26),20,23-heptaen-18-one